C(C)(C)C=1C=C(C=C(C1)C(C)C)C1=CC=CC=C1 3,5-diisopropylbiphenyl